C1=CS(C=2C=NC=3C=CC=CC3C21)=O thieno[2,3-c]quinolinone